C(CCCCCCCCCCCCCC)C=1C=C(C=CC1)OC1=CC(=CC=C1)CCCCCCCCCCCCCCC 3-pentadecylphenyl ether